1-(thiophen-3-yl)cyclopropanecarbaldehyde S1C=C(C=C1)C1(CC1)C=O